BrC1=C(C=C2CC3=C(N(N=C3C(=O)O)C3=CSC=C3)C2=C1)OC 7-bromo-6-methoxy-1-(3-thienyl)-4H-indeno[1,2-c]pyrazole-3-carboxylic acid